Cumyl-Phenol C(C)(C)(C1=CC=CC=C1)C1=C(C=CC=C1)O